N1=C(C=CC=C1)C1=NN=C(O1)C(=O)N1[C@@H](C2=C(CC1)NC=N2)C=2OC1=C(N2)C=CC=C1C(F)(F)F (S)-(5-(pyridin-2-yl)-1,3,4-oxadiazol-2-yl)(4-(7-(trifluoromethyl)benzo[d]oxazol-2-yl)-6,7-dihydro-1H-imidazo[4,5-c]pyridin-5(4H)-yl)methanone